2-(3-butyl-7-chloro-3H-imidazo[4,5-c]pyridin-4-ylsulfanyl)-but-2-enoic acid dimethylamide CN(C(C(=CC)SC1=NC=C(C2=C1N(C=N2)CCCC)Cl)=O)C